CC(C)(CC(C)(C)C)C1=CC=C(OC(C)O)C=C1 [4-(2,4,4-trimethylpentan-2-yl)phenoxy]ethan-1-ol